O[C@@H]1[C@H](CCCC1)N(CCCCCCCC(=O)N(CCCCCCCCCC)CCCCCCCCCC)CCCCCCCC(=O)N(CCCCCCCCCC)CCCCCCCCCC 8,8'-(((1S,2S)-2-hydroxycyclohex-yl)azanediyl)bis-(N,N-didecyloctan-amide)